C12C(CCC1)C(NC2=O)=O cyclopentane-1,2-dicarboximide